[Si](C)(C)(C(C)(C)C)OCC=1C=C(C=CC1)[C@H]1C[C@@H]([C@H]2[C@@H]1OC(O2)(C)C)O (3aS,4S,6R,6aR)-6-(3-{[(tert-butyldimethylsilyl)oxy]methyl}phenyl)-2,2-dimethyl-tetrahydro-3aH-cyclopenta[d][1,3]dioxol-4-ol